C1(=CC=CC=C1)[C@H]1CC[C@H](CC1)OC[C@@H]1NCCC[C@@H]1C1=CC=NN1C1OCCCC1 cis-2-((((CIS)-4-phenylcyclohexyl)oxy)methyl)-3-(1-(tetrahydro-2H-pyran-2-yl)-1H-pyrazol-5-yl)piperidine